C(C1=CC=CC=C1)ON1CC(CC1=O)C(=O)O 1-(benzyloxy)-5-oxo-pyrrolidine-3-carboxylic acid